(S)-1-(3-(4-amino-3-((6-fluoro-2-(methylamino)benzo[d]oxazol-5-yl)ethynyl)-1H-pyrazolo[3,4-d]pyrimidin-1-yl)pyrrolidin-1-yl)prop-2-en-1-one NC1=C2C(=NC=N1)N(N=C2C#CC=2C(=CC1=C(N=C(O1)NC)C2)F)[C@@H]2CN(CC2)C(C=C)=O